DIPHENYLARSINIC ACID C1(=CC=CC=C1)[As](O)(=O)C1=CC=CC=C1